C(C)(=O)C(C(=O)[O-])(C)NCC acetyl(ethyl)aminopropanoate